CC1=NN(C=C1NC1=NC=C(C(=N1)NCCCNC(=O)C1CCC1)C(F)(F)F)C1CCNCC1 N-(3-((2-((3-methyl-1-(piperidin-4-yl)-1H-pyrazol-4-yl)amino)-5-(trifluoromethyl)pyrimidin-4-yl)amino)propyl)cyclobutanecarboxamide